O1C[C@H](CC1)N1CC(C1)N (S)-1-(tetrahydrofuran-3-yl)azetidin-3-amine